4-(2-azidopropan-2-yl)-1,6-dichloro-2,7-naphthyridine Phosphorus [P].N(=[N+]=[N-])C(C)(C)C1=CN=C(C2=CN=C(C=C12)Cl)Cl